CC1=CC=C(C=C1)S(=O)(=O)O.C1(=CC=CC=C1)C(OC1CCN(CC1)CCCC(=O)C1=CC=C(C=C1)C(C(=O)O)(C)C)C1=CC=CC=C1 2-(4-(4-(4-(diphenylmethoxy)piperidin-1-yl)butyryl)phenyl)-2-methylpropanoic acid p-toluenesulfonate